CC(C[Sn](CC(C)(C)C1=CC=CC=C1)CC(C)(C)C1=CC=CC=C1)(C)C1=CC=CC=C1 tri(2-methyl-2-phenylpropyl)tin